CC(CC(=O)OCC1(COC1)CC)(C=C)C 3-ethyl-3-oxetanylmethyl 3,3-dimethyl-4-pentenoate